1-(4-Sulfobutyl)quinoline p-toluenesulfonate CC1=CC=C(C=C1)S(=O)(=O)O.S(=O)(=O)(O)CCCCN1CC=CC2=CC=CC=C12